(4-amino-7-fluoroimidazo[1,5-a]quinoxalin-8-yl)((4aS,9bS)-7-(perfluoroethyl)-3,4,4a,9b-tetrahydrofuro[3,2-b:4,5-c']dipyridin-1(2H)-yl)methanone NC=1C=2N(C3=CC(=C(C=C3N1)F)C(=O)N1[C@@H]3[C@H](CCC1)OC=1C3=CN=C(C1)C(C(F)(F)F)(F)F)C=NC2